C(C)(C)(C)N(C(O)=O)C1=CC(=C(C=C1)NC(C1=C(C=CC(=C1)NC(=O)[C@@H]1C([C@H]1C1=CC(=C(C(=C1)Cl)Cl)Cl)(Cl)Cl)Cl)=O)C.C(C(=C)C)(=O)OCCCCCCCCCCCCOC(C(=C)C)=O 1,12-bis(methacryloyloxy)dodecane trans-tert-Butyl-(4-(2-chloro-5-(2,2-dichloro-3-(3,4,5-trichlorophenyl)cyclopropane-1-carboxamido)benzamido)-3-methylphenyl)carbamate